N-(2-chloro-3'-(4-methoxy-5-(prop-1-en-2-yl)picolinamido)-2'-methyl-[1,1'-biphenyl]-3-yl)-1,5-dimethyl-4,5,6,7-tetrahydro-1H-imidazo[4,5-c]pyridine-2-carboxamide ClC1=C(C=CC=C1NC(=O)C=1N(C2=C(CN(CC2)C)N1)C)C1=C(C(=CC=C1)NC(C1=NC=C(C(=C1)OC)C(=C)C)=O)C